ClC1C=CC=2C=CC(=NC2N1Cl)OC 7,8-dichloro-2-methoxy-naphthyridine